ClC1=CC=C(C=C1)[C@H]([C@H]1O[C@H]([C@@H]([C@@H]1O)O)N1N=CC2=C1NC=NC2=NNC)O (2R,3S,4R,5R)-2-((R)-(4-chlorophenyl)(hydroxy)methyl)-5-(4-(2-methylhydrazineylidene)-4,7-dihydro-1H-pyrazolo[3,4-d]pyrimidin-1-yl)tetrahydrofuran-3,4-diol